CN(C)CC1=C(C=CC(=N1)NC=1C=CC(=C2CNC(C12)=O)C1=CN=C2N1C=CC(=C2)F)[C@H]2COCCC2 (S)-7-((6-((dimethyl-amino)methyl)-5-(tetrahydro-2H-pyran-3-yl)pyridin-2-yl)amino)-4-(7-fluoro-imidazo[1,2-a]pyridin-3-yl)isoindolin-1-one